CC1=CC=C(C=C1)S(=O)(=O)OCCCCCCCCCC(=O)N[C@@H](C(C)(C)C)C(=O)N1[C@@H](C[C@H](C1)O)C(N[C@@H](C)C1=CC=C(C=C1)C1=C(N=CS1)C)=O [10-[[(1S)-1-[(2S,4R)-4-hydroxy-2-[[(1S)-1-[4-(4-methylthiazol-5-yl)phenyl]ethyl]carbamoyl]pyrrolidine-1-carbonyl]-2,2-dimethyl-propyl]amino]-10-oxo-decyl] 4-methylbenzenesulfonate